N2-(but-3-en-1-yl)-N2-(4-methoxybenzyl)pyridine-2,6-diamine C(CC=C)N(C1=NC(=CC=C1)N)CC1=CC=C(C=C1)OC